C[C@H]1N(CCC2=C1C1=C(N=NC(=C1)C1=C(C=CC=C1)O)N2)C2CCC(CC2)N2CCNCC2 2-((R)-5-methyl-6-((1s,4S)-4-(piperazin-1-yl)cyclohexyl)-6,7,8,9-tetrahydro-5H-pyrido[3',4':4,5]pyrrolo[2,3-c]pyridazin-3-yl)phenol